N-((1s,3s)-3-(6-((4-(4-(2-(1-(3-(2,4-dioxotetrahydropyrimidin-1(2H)-yl)-4-methoxybenzoyl)piperidin-4-yl)acetyl)piperazin-1-yl)phenyl)amino)-9H-purin-9-yl)cyclobutyl)-2-phenylacetamide O=C1N(CCC(N1)=O)C=1C=C(C(=O)N2CCC(CC2)CC(=O)N2CCN(CC2)C2=CC=C(C=C2)NC2=C3N=CN(C3=NC=N2)C2CC(C2)NC(CC2=CC=CC=C2)=O)C=CC1OC